1-bromo-2-fluoro-4-ethyl-5-nitrobenzene BrC1=C(C=C(C(=C1)[N+](=O)[O-])CC)F